bis-(3-sulfopropyl) disulfide S(=O)(=O)(O)CCCSSCCCS(=O)(=O)O